(biphenylyl)[(diphenyl-d10)triazinylphenyl]dibenzothiophene C1(=C(C=CC=C1)C1=C(C2=C(SC3=C2C=CC=C3)C=C1)C1=C(C(=C(C=C1)C1(C(C(C(C(C1[2H])([2H])[2H])([2H])[2H])([2H])[2H])([2H])[2H])[2H])C1(C(C(C(C(C1[2H])([2H])[2H])([2H])[2H])([2H])[2H])([2H])[2H])[2H])C1=NN=NC=C1)C1=CC=CC=C1